1-(tert-butyl) 4-(chloromethyl) piperidine-1,4-dicarboxylate N1(CCC(CC1)C(=O)OCCl)C(=O)OC(C)(C)C